tert-butyl (S)-((3'-chloro-6-methoxy-2'-(2-methyl-3-(1-methyl-5-vinyl-1H-imidazole-2-carboxamido)phenyl)-[2,4'-bipyridin]-5-yl)methyl)((5-oxopyrrolidin-2-yl)methyl)carbamate ClC=1C(=NC=CC1C1=NC(=C(C=C1)CN(C(OC(C)(C)C)=O)C[C@H]1NC(CC1)=O)OC)C1=C(C(=CC=C1)NC(=O)C=1N(C(=CN1)C=C)C)C